COC1=CCCN1 5-methoxy-2,3-dihydro-1H-pyrrole